1-(3-(4-Methoxyphenyl)-1,2,4-oxadiazol-5-yl)-N-((1-((5-methylpyridin-2-yl)methyl)pyrrolidin-3-yl)methyl)piperidine-4-carboxamide formate C(=O)O.COC1=CC=C(C=C1)C1=NOC(=N1)N1CCC(CC1)C(=O)NCC1CN(CC1)CC1=NC=C(C=C1)C